4-bromo-2-isobutyl-2-methyl-2H-benzo[e][1,3]oxazine BrC1=NC(OC2=C1C=CC=C2)(C)CC(C)C